CC(C(=O)Cl)(CC=C)CC 2-methyl-2-ethyl-4-pentenoyl chloride